N-(4-(2-fluorophenoxy)-2-(methyl(3-(methylamino)propyl)amino)-3-(trifluoromethyl)phenyl)-4-(pyridazin-4-yl)thiazole-2-carboxamide FC1=C(OC2=C(C(=C(C=C2)NC(=O)C=2SC=C(N2)C2=CN=NC=C2)N(CCCNC)C)C(F)(F)F)C=CC=C1